BrC1=C(C=C2C=NNC2=C1F)I 6-bromo-7-fluoro-5-iodo-1H-indazole